FC1=C(C=C(C=C1)[C@@H](O)C1=NC=CN=C1C)C1=NC=NC2=CC(=CC=C12)N1CCOCC1 (R)-[4-Fluoro-3-(7-morpholin-4-ylquinazolin-4-yl)phenyl]-(3-methylpyrazin-2-yl)methanol